C(CC)OCC1CNCCO1 2-(propoxymethyl)morpholine